N-[1-[5-bromo-2-[5-(difluoromethoxy)pyrimidin-2-yl]-1,2,4-triazol-3-yl]ethyl]-3-chloro-5-(trifluoromethyl)benzamide BrC=1N=C(N(N1)C1=NC=C(C=N1)OC(F)F)C(C)NC(C1=CC(=CC(=C1)C(F)(F)F)Cl)=O